C(CCC)C1(N(C(C=2C=CCCC12)=O)CC=1OC=CC1)O 3-butyl-2-furan-2-ylmethyl-3-hydroxy-2,3,4,5-tetrahydro-1H-isoindol-1-one